chloro-4''-((3,5-difluoropyridin-2-yl)methoxy)-3-(2-hydroxypropan-2-yl)-4,5',6''-trimethyl-2H,2''H-[1,2':4',1''-terpyridin]-2,2''-dione ClC=1C(=C(C(N(C1)C1=NC=C(C(=C1)N1C(C=C(C=C1C)OCC1=NC=C(C=C1F)F)=O)C)=O)C(C)(C)O)C